C(C)(C)OC=1C=CC(=NC1)OC1CCN(CC1)C1=CC(N(C=2C=CC(=NC12)C#N)C)=O 8-(4-((5-Isopropoxypyridin-2-yl)oxy)piperidin-1-yl)-5-methyl-6-oxo-5,6-dihydro-1,5-naphthyridine-2-carbonitrile